2-O-methylguanosine CO[C@@H]1[C@@H]([C@H](O[C@H]1N2C=NC3=C2N=C(NC3=O)N)CO)O